4,6-bis-(4-hydroxy-3,5-dimethylbenzyl)-1,3,4-trihydroxy-phenol OC1=C(C=C(CC2(C(=CC(C(=C2)CC2=CC(=C(C(=C2)C)O)C)(O)O)O)O)C=C1C)C